C(C)C1CCN2C1=CC=1C=CC=CC21 ethyl-2,3-dihydro-1H-pyrrolo[1,2-a]indole